perfluorophenyl 7-(difluoro(hydroxy(2-((3-methylbutanoyl)thio)ethoxy)phosphoryl)methyl)-2-naphthoate FC(C1=CC=C2C=CC(=CC2=C1)C(=O)OC1=C(C(=C(C(=C1F)F)F)F)F)(P(=O)(OCCSC(CC(C)C)=O)O)F